13-(3-Fluoro-4-((4-methylpyrimidin-2-yl)oxy)phenyl)-3-((triisopropylsilyl)ethynyl)-6,7-dihydropyrido[3,4-f]pyrimido[5',4':4,5]pyrrolo[1,2-d][1,4]oxazepine-12-amine FC=1C=C(C=CC1OC1=NC=CC(=N1)C)C=1C2=C(N3CCOC4=C(C31)C=NC(=C4)C#C[Si](C(C)C)(C(C)C)C(C)C)N=CN=C2N